C[Si](C)(C)N=C=N[Si](C)(C)C bis-(Trimethylsilyl)Carbodiimide